((1-(2,3-dichlorophenyl)-5-((S)-1-hydroxyethyl)-1H-1,2,4-triazol-3-yl)methyl)-3-((S)-3,3,3-trifluoro-2-hydroxypropyl)-1,3-dihydro-2H-imidazol-2-one ClC1=C(C=CC=C1Cl)N1N=C(N=C1[C@H](C)O)CN1C(N(C=C1)C[C@@H](C(F)(F)F)O)=O